2-(6-(4-(((tert-butyldimethylsilyl)oxy)methyl)piperidin-1-yl)-2-nitropyridin-3-yl)-5-(pyridin-3-yl)-6,7-dihydrothiazolo[5,4-c]pyridin-4(5H)-one [Si](C)(C)(C(C)(C)C)OCC1CCN(CC1)C1=CC=C(C(=N1)[N+](=O)[O-])C=1SC=2C(N(CCC2N1)C=1C=NC=CC1)=O